BrC=1C(=C(C=CC1)C1=CC(=NC=C1)N1C[C@H](N(CC1)C(=O)OC(C)(C)C)C)OC (R)-tert-butyl 4-(4-(3-bromo-2-methoxyphenyl)pyridin-2-yl)-2-methylpiperazine-1-carboxylate